N-[(3,5-dichlorophenyl)methyl]-N-[(pyridin-3-yl)methyl]benzamide ClC=1C=C(C=C(C1)Cl)CN(C(C1=CC=CC=C1)=O)CC=1C=NC=CC1